1-[1-(4'-fluorobiphenyl-4-yl)cyclopropyl]-1-methyl-3-(3-methyl-1-azabicyclo[2.2.2]oct-3-yl)urea FC1=CC=C(C=C1)C1=CC=C(C=C1)C1(CC1)N(C(=O)NC1(CN2CCC1CC2)C)C